BrC1=C(CCNC([O-])=O)C=C(C=C1)OC1=NC(=CC=C1)C (2-Bromo-5-((6-methylpyridin-2-yl)oxy)phenethyl)carbamate